FC=1C=C(CC2=CC=CC(=N2)N2N=C(C(=C2)C(=O)O)C(=O)OC)C=C(C1)C(F)(F)F 1-(6-(3-fluoro-5-(trifluoromethyl)benzyl)pyridin-2-yl)-3-(methoxycarbonyl)-1H-pyrazole-4-carboxylic acid